FC=1C=C(C(N)=S)C=C(C1)F 3,5-difluorobenzothioamide